7-((2-(methylamino)-1H-imidazol-1-yl)methyl)phthalazin-1(2H)-one CNC=1N(C=CN1)CC1=CC=C2C=NNC(C2=C1)=O